C(CCCCCCCCCCCCCCCCC)(=O)OCCOC(CCCCCCCCCCCCCCCCC)=O N-ethylene distearate